C1(CC1)C1=NN(C=N1)C1CC2(CN(C2)C(=O)N2CC3(C2)CC(C3)CC3=NN(N=C3)CC(F)(F)F)C1 [6-(3-cyclopropyl-1,2,4-triazol-1-yl)-2-azaspiro[3.3]heptan-2-yl]-[6-[[2-(2,2,2-trifluoroethyl)triazol-4-yl]methyl]-2-azaspiro[3.3]heptan-2-yl]methanone